C(C)(C)C1=CC=C(C=C1)C1=NC2=C(N1)C=CC=C2 2-(4-Isopropylphenyl)-1H-benzo[d]imidazole